C(C=1C(C(=O)OCCCCCCCCC)=CC=CC1)(=O)OCCCCCCCCC Di-n-nonyl phthalate